NC=1C(=NC=CN1)CN1CCC2=CC=C(C=C12)NC(C1=CC(=CC(=C1)C(F)(F)F)CN1CCN(CC1)C)=O N-(1-((3-aminopyrazin-2-yl)methyl)indolin-6-yl)-3-((4-methylpiperazin-1-yl)methyl)-5-(trifluoromethyl)benzamide